C(C1=CC=CC=C1)N1CCN(C2=CC=CC=C12)C(C(C)N1CCN(CC1)C)=O 1-(4-benzyl-3,4-dihydroquinoxaline-1(2H)-yl)-2-(4-methylpiperazin-1-yl)propan-1-one